C(=O)(OC(C)(C)C)N[C@H](CC(=O)O)CC1=CC=C(C=C1)Cl (S)-3-(Boc-amino)-4-(4-chlorophenyl)butanoic acid